3-amino-6-chloro-4-(trifluoromethyl)pyridiniumnitrile NC=1C=[N+](C(=CC1C(F)(F)F)Cl)C#N